FC1(CC(C1)OC1=C(C=CC(=C1)[N+](=O)[O-])N1C=NC=C1)F 1-(2-(3,3-difluorocyclobutyloxy)-4-nitrophenyl)-1H-imidazole